[Si](C)(C)(C(C)(C)C)OC[C@@H](N)C1=CC=CC=C1 (S)-2-((tert-butyldimethylsilyl)oxy)-1-phenylethan-1-amine